C1(CCCCC1)C=1C=C(C=C(C1)C1CCCCC1)C1=CC=C(C=C1)N(C1=CC=2C(C3=CC=CC=C3C2C=C1)(C)C)C1=CC=C(C=C1)C1CCCCC1 N-[(3',5'-dicyclohexyl)biphenyl-4-yl]-N-(4-cyclohexylphenyl)-9,9-dimethyl-9H-fluoren-2-amine